5-chloro-4-(5-(cyclopropylmethyl)-1-methyl-1H-pyrazol-4-yl)pyrimidine ClC=1C(=NC=NC1)C=1C=NN(C1CC1CC1)C